Nα-Boc-ornithine t-butyl ester C(C)(C)(C)OC([C@@H](NC(=O)OC(C)(C)C)CCCN)=O